pyrrolo[1,2-a]pyrazin-6(7H)-one C=1C=2N(C=CN1)C(CC2)=O